(E)-1-((2R,6S)-2,6-dimethylmorpholinyl)-3-(2-(6-methoxy-3-pyridinyl)-4-morpholinyl-6-thieno[3,2-d]pyrimidinyl)-2-propen-1-one C[C@@H]1CN(C[C@@H](O1)C)C(\C=C\C1=CC=2N=C(N=C(C2S1)N1CCOCC1)C=1C=NC(=CC1)OC)=O